C1(CCCC1)NC(C(C)SC=1OC(=C(N1)C1=CC=CC=C1)C1=CC=CC=C1)=O N-cyclopentyl-2-(4,5-diphenyloxazol-2-yl)sulfanyl-propanamide